N-(2-aminoethyl)(3-aminopropyl)methyldimethoxysilane NCCNCCC[Si](OC)(OC)C